[5-[4-[6-Chloro-4-(trifluoromethyl)-2-pyridyl]piperazin-1-yl]sulfonylindolin-1-yl]-(1-oxa-2,9-diazaspiro[4.5]dec-2-en-3-yl)methanone ClC1=CC(=CC(=N1)N1CCN(CC1)S(=O)(=O)C=1C=C2CCN(C2=CC1)C(=O)C1=NOC2(C1)CCCNC2)C(F)(F)F